C(C(=C)C)(=O)OCCN1CN(CN(C1)CCOC(C(=C)C)=O)CCOC(C(=C)C)=O 1,3,5-tris(2-methacryloxyethyl)-s-triazine